(1-methylpiperidin-4-yl)-1H-pyrazol CN1CCC(CC1)N1N=CC=C1